C(#N)CC(=O)N1C[C@@H](CCC1)NC1=C2C(=NC=C1C1=CC=CC(=N1)OCCN(C(OC(C)(C)C)=O)C)NC=C2 tert-butyl (R)-(2-((6-(4-((1-(2-cyanoacetyl)piperidin-3-yl)amino)-1H-pyrrolo[2,3-b]pyridin-5-yl)pyridin-2-yl)oxy)ethyl)(methyl)carbamate